[N+](=[N-])=CC(=O)N1CCC2(C(CCC2=O)=O)CC1 2-diazo-1-(1,4-dioxo-8-azaspiro[4.5]dec-8-yl)ethan-1-one